3-(6-bromo-3,4-dihydroquinolin-1(2H)-yl)-5-(3-chloro-4-isopropoxyphenyl)-1,2,4-oxadiazole BrC=1C=C2CCCN(C2=CC1)C1=NOC(=N1)C1=CC(=C(C=C1)OC(C)C)Cl